C(C=C)(=O)NC1=C(C=C(C(=C1C(=O)NCC=1C(NC(=CC1CC)C)=O)C)N(C1CCOCC1)CC)C1=CC=CC=C1 acrylamido-5-(ethyl-(tetrahydro-2H-pyran-4-yl)amino)-N-((4-ethyl-6-methyl-2-oxo-1,2-dihydropyridin-3-yl)methyl)-4-methyl-[1,1'-biphenyl]-3-carboxamide